F[P-](F)(F)(F)(F)F.COC1=CC=C(C=C1)[I+]C1=CC=C(C=C1)CC(C)C (4-methyloxyphenyl)[4-(2-methylpropyl)phenyl]iodonium hexafluorophosphate